OCC([C@H](C[C@H]1C(NCC1)=O)NC(=O)[C@H]1N(C[C@H]2[C@@H]1CCC2)C(=O)C=2NC1=CC=CC(=C1C2)OC)=O (1S,3aR,6aS)-N-[(2S)-4-hydroxy-3-oxo-1-[(3S)-2-oxopyrrolidin-3-yl]butan-2-yl]-2-(4-methoxy-1H-indole-2-carbonyl)-hexahydro-1H-cyclopenta[c]pyrrole-1-carboxamide